NC1=NC=CC=C1Cl 2-amino-3-chloropyridin